FC(C(C)(O)C)(C1=C(C(=CC=C1)[C@@H](C)NC1=NC(=NC=2C=C3C(=CC12)N(C(N3C)(C)C)C)C)F)F (R)-1,1-difluoro-1-(2-fluoro-3-(1-((1,2,2,3,6-pentamethyl-2,3-dihydro-1H-imidazo[4,5-g]quinazolin-8-yl)amino)ethyl)phenyl)-2-methylpropan-2-ol